BrC1=CC=C(C(=C1COC1OCCCC1)F)COC1OCCCC1 2-({6-bromo-2-fluoro-3-[(oxan-2-yloxy)methyl]phenyl}methoxy)oxane